FC1=C(C=CC=C1)C1=NOC(=C1)C(C)N1C=C(C=2C1=CC=NC2N)I 1-{1-[3-(2-fluorophenyl)isoxazol-5-yl]Ethyl}-3-iodo-1H-pyrrolo[2,3-d]Pyridin-4-amine